[2',4',6'-tri(propan-2-yl)biphenyl-3-yl]phosphane CC(C)C1=C(C(=CC(=C1)C(C)C)C(C)C)C1=CC(=CC=C1)P